2-(3,4-dimethoxybenzyl)-3-vinyl-2,5-diazabicyclo[2.2.2]octane COC=1C=C(CN2C3CNC(C2C=C)CC3)C=CC1OC